C(C=C)C1=C(C(=CC(=C1)C(C)(C)C)\N=N\C1=CC=C(C=C1)C)O (E)-2-allyl-4-(tert-butyl)-6-(p-tolyldiazenyl)phenol